ClC1=CC(=C(S1)C(=O)NCC=1C=NC=CC1)NC(C1=CC(=C(C=C1)O)Cl)=O 5-chloro-3-(3-chloro-4-hydroxybenzamido)-N-(pyridin-3-ylmethyl)thiophene-2-carboxamide